N[C@H](C(=O)N[C@H](C(=O)N[C@@H](C(=O)NC(C(=O)O)CC1=CC(=C(C(=C1)[N+](=O)[O-])O)[N+](=O)[O-])CC1=CC=C(C=C1)C)CCCCNC(CCCCCCC)=O)CC=1N=CN(C1)C(C1=CC=CC=C1)C1=CC=CC=C1 2-((R)-2-((S)-2-((S)-2-amino-3-(1-benzhydryl-1H-imidazol-4-yl)propanamido)-6-octanoylAminocaproamido)-3-(p-tolyl)propanamido)-3-(4-hydroxy-3,5-dinitrophenyl)propanoic acid